FC1=CC=C(OCC(=O)N(CC=2SC=CC2)C2=NNC=C2)C=C1 2-(4-fluorophenoxy)-N-(1H-pyrazol-3-yl)-N-(thiophen-2-ylmethyl)acetamide